FC1=C(C=CC(=C1)OC)[C@@H](CC1=NC(=NC(=N1)N[C@@H](CO)CC(C)C)CS(=O)(=O)N)C (4-((R)-2-(2-fluoro-4-methoxyphenyl)propyl)-6-(((R)-1-hydroxy-4-methylpent-2-yl)amino)-1,3,5-triazin-2-yl)methanesulfonamide